[Ag]Cl.[Ag] silver-silver (I) chloride